C(C1=CC=CC=C1)(=O)[C@@](C=O)(O)[C@@](O)([C@](O)([C@H](O)C(O)C(C1=CC=CC=C1)=O)C(C1=CC=CC=C1)=O)C(C1=CC=CC=C1)=O 2,3,4,6-Tetrabenzoylglucose